ClC=1C=C2C(=CC1)NC(C21CCN(CC1)CCOC=1C=C2C=NN(C2=CC1)C)=O 5-chloro-1'-{2-[(1-methyl-1H-indazol-5-yl)oxy]ethyl}-1,2-dihydrospiro[indole-3,4'-piperidin]-2-one